tert-butyl 4-methoxy-4-(4-(4-(4-(trifluoromethyl)phenyl)piperidine-1-carbonyl) phenyl)piperidine-1-carboxylate COC1(CCN(CC1)C(=O)OC(C)(C)C)C1=CC=C(C=C1)C(=O)N1CCC(CC1)C1=CC=C(C=C1)C(F)(F)F